(S)-4'-((1R,5S)-3,8-diazabicyclo[3.2.1]octan-3-yl)-2'-(((2R,7aS)-2-fluorotetrahydro-1H-pyrrolizin-7a(5H)-yl)methoxy)-3,4,5',8'-tetrahydro-1H,6'H-spiro[naphthalene-2,7'-quinazoline] [C@H]12CN(C[C@H](CC1)N2)C2=NC(=NC=1C[C@@]3(CCC21)CC2=CC=CC=C2CC3)OC[C@]32CCCN2C[C@@H](C3)F